CSC1=CC=C(C=C1)C1=NN(C(C=C1)=O)CC1=CC=C(C#N)C=C1 4-((3-(4-(methylthio)phenyl)-6-oxopyridazin-1(6H)-yl)methyl)benzonitrile